[N+](=O)([O-])C1=CC=C(C=C1)N1CCN(CC1)C1CCC2(CCN(CC2)C=2C=C3C(=NC2)CN(C3=O)C3C(NC(CC3)=O)=O)CC1 3-[3-[9-[4-(4-nitrophenyl)piperazin-1-yl]-3-azaspiro[5.5]undecan-3-yl]-5-oxo-7H-pyrrolo[3,4-b]pyridin-6-yl]piperidine-2,6-dione